C(CCCCCCCCCCC)NC1=CC=CC=C1 N-dodecyl-aniline